CNC(=O)C1=CC2=C(N(C=N2)C2=CC=C(C=C2)CC(=O)[O-])C=C1 2-(4-(5-(methylcarbamoyl)-1H-benzo[d]imidazol-1-yl)phenyl)acetate